ClC=1C=C(C(=O)N[C@H]2CN[C@@H](CC2)C=2OC(=NN2)OCCOC(F)(F)F)C=CC1Cl 3,4-dichloro-N-[(3R,6S)-6-[5-[2-(trifluoromethoxy)ethoxy]-1,3,4-oxadiazol-2-yl]-3-piperidyl]benzamide